C[C@@H]1CN(C[C@@H](O1)C)C(=O)C=1C2=C(N(N1)CC(=O)N1CCC(CC1)C1=C(C=CC=C1C)F)CCC2 2-{3-[(2R,6S)-2,6-dimethylmorpholine-4-carbonyl]-5,6-dihydrocyclopenta[c]pyrazol-1(4H)-yl}-1-[4-(2-fluoro-6-methylphenyl)piperidin-1-yl]ethan-1-one